COC=1C=C(CN2C(N3C(C4=C2C=C(C=N4)NCC4COC4)=NC(=C3C)C)=O)C=C(C1)OC 6-(3,5-dimethoxybenzyl)-2,3-dimethyl-8-{[(oxetan-3-yl)methyl]amino}imidazo[1,2-c]pyrido[2,3-e]pyrimidin-5(6H)-one